(1-benzyl-5,5-difluoropiperidin-2-yl)methanol C(C1=CC=CC=C1)N1C(CCC(C1)(F)F)CO